Propyltriethoxy-silan C(CC)[Si](OCC)(OCC)OCC